OC1=CC=C(C=C1)\C=C/C(=O)C1=CC=C(C(=O)O)C=C1 4-[(Z)-3-(4-Hydroxyphenyl)prop-2-enoyl]benzoic acid